4-(4,4,5,5-tetramethyl-1,3,2-dioxaborolan-2-yl)-1H-pyrazole-3-carbonitrile CC1(OB(OC1(C)C)C=1C(=NNC1)C#N)C